(3R,4R,5S)-1-(4-aminopyrimidin-2-yl)-5-fluoro-4-methoxy-piperidin-3-ol NC1=NC(=NC=C1)N1C[C@H]([C@H]([C@H](C1)F)OC)O